C1(=CC=CC=C1)S(=O)=N phenylsulfoximine